ClC1=C(C=C(C=C1)B(O)O)C(=O)OC 4-CHLORO-3-(METHOXYCARBONYL)PHENYLBORONIC ACID